4-(3-((5-ethoxy-2-methyl-5-oxopentyl)amino)-4-nitrobenzyl)piperazine-1-carboxylic acid tert-butyl ester C(C)(C)(C)OC(=O)N1CCN(CC1)CC1=CC(=C(C=C1)[N+](=O)[O-])NCC(CCC(=O)OCC)C